(S)-3,4-difluoro-2-(2-fluoro-4-iodo-phenylamino)benzoic acid 3-[1-carboxy-meth-(E)-ylideneaminooxy]-2-hydroxypropyl ester C(=O)(O)\C=N\OC[C@H](COC(C1=C(C(=C(C=C1)F)F)NC1=C(C=C(C=C1)I)F)=O)O